C(#N)C=1C=CC(=C(C(=O)NC=2C=C3C(=NNC3=CC2)C2=COC=C2)C1)O 5-cyano-N-(3-(furan-3-yl)-1H-indazol-5-yl)-2-hydroxybenzamide